CN1N=C(C=C1C)C(=O)N1CCN(CC1)CC(=O)C1=CC=C(C=C1)F 2-[4-(1,5-Dimethyl-1H-pyrazole-3-carbonyl)-piperazin-1-yl]-1-(4-fluoro-phenyl)-ethanone